9-cyclopentenyl-tetracyclo[6.2.1.13,6.02,7]Dodec-4-ene C1(=CCCC1)C1C2C3C4C=CC(C3C(C1)C2)C4